NC(C(=O)O)(CCCCB(O)O)[C@@H]1C[C@@H](C1)NCC(C)C cis-2-amino-6-borono-2-(3-(isobutylamino)cyclobutyl)hexanoic acid